N6-Benzoyl-9-[5-O-(4,4'-dimethoxytrityl)-2-deoxy-2-(2-nitrobenzyloxymethyl)thio-β-D-arabinofuranosyl]adenine C(C1=CC=CC=C1)(=O)NC1=C2N=CN(C2=NC=N1)[C@H]1[C@H]([C@H](O)[C@H](O1)COC(C1=CC=C(C=C1)OC)(C1=CC=C(C=C1)OC)C1=CC=CC=C1)SCOCC1=C(C=CC=C1)[N+](=O)[O-]